bis(2-methylpropyl)-dimethoxysilane CC(C[Si](OC)(OC)CC(C)C)C